(Z)-N-(1,3-diphenyl-2-(trimethylsilyl)allyl)-2,4,6-trimethylbenzenesulfonamide C1(=CC=CC=C1)C(/C(=C/C1=CC=CC=C1)/[Si](C)(C)C)NS(=O)(=O)C1=C(C=C(C=C1C)C)C